methyl(methyl)amine CNC